N-((S)-3-cyclohexyl-1-oxo-1-(((S)-1-oxo-3-((S)-2-oxopyrrolidin-3-yl)propan-2-yl)amino)propan-2-yl)-1H-indole-2-carboxamide C1(CCCCC1)C[C@@H](C(N[C@H](C=O)C[C@H]1C(NCC1)=O)=O)NC(=O)C=1NC2=CC=CC=C2C1